(R)-2-(1-(tert-butoxycarbonyl)piperidin-3-yl)-1-(cyclopropylmethyl)-7-(3-ethylpyridin-4-yl)-3-fluoro-1H-indole-5-carboxylic acid C(C)(C)(C)OC(=O)N1C[C@@H](CCC1)C=1N(C2=C(C=C(C=C2C1F)C(=O)O)C1=C(C=NC=C1)CC)CC1CC1